3-cyclohexenyl-7-methoxy-6-(4-methoxyphenyl)-2-phenyl-N-(1,2,4-triazin-5-yl)pyrazolo[1,5-a]pyrimidin-5-amine C1(=CCCCC1)C=1C(=NN2C1N=C(C(=C2OC)C2=CC=C(C=C2)OC)NC=2N=CN=NC2)C2=CC=CC=C2